C(C)(C)NC1=C(C#N)C=C(C=C1)C1=NC=C(C=N1)C1=NC=CC=C1 2-(isopropylamino)-5-(5-(pyridin-2-yl)pyrimidin-2-yl)benzonitrile